2-(3-ethylsulfinylpyridin-2-yl)-3-methyl-6-trifluoromethyl-3H-imidazo[4,5-b]pyridine C(C)S(=O)C=1C(=NC=CC1)C1=NC=2C(=NC=C(C2)C(F)(F)F)N1C